BrC=1C=C(C=2CCN(CC2C1)C)NC1(CC1)OC 7-bromo-N-(1-methoxycyclopropyl)-2-methyl-1,2,3,4-tetrahydroisoquinolin-5-amine